C(C1=CC=CC=C1)C1=NC2=C(N1)C(=C(C=C2)SC=2N=CC(=NC2)N2CCC1([C@@H]([C@@H](OC1)C)N)CC2)Cl (3S,4S)-8-(5-((2-benzyl-7-chloro-1H-benzo[d]imidazol-6-yl)thio)pyrazin-2-yl)-3-methyl-2-oxa-8-azaspiro[4.5]decane-4-amine